(E)-3-(4-(6-((3aR,6aS)-hexahydropyrrolo[3,4-c]pyrrol-2(1H)-yl)pyridazin-3-yl)-3-hydroxyphenyl)-N-methylacrylamide C1N(C[C@@H]2[C@H]1CNC2)C2=CC=C(N=N2)C2=C(C=C(C=C2)/C=C/C(=O)NC)O